N-(2-hydroxyethyl)-5-(4-((8-methyl-6-oxo-7-(trifluoromethyl)-5,6-dihydro-1,5-naphthyridin-3-yl)methyl)piperazin-1-yl)pyridine OCCN1CC=CC(=C1)N1CCN(CC1)CC=1C=NC=2C(=C(C(NC2C1)=O)C(F)(F)F)C